N[C@@H]1CN(C[C@@H]([C@H]1O)C)C1=C2C(=NC=C1NC(=O)C1=NC(=C(C=C1)F)C1=C(C=CC=C1F)F)OCC2 N-{4-[(3R,4R,5S)-3-amino-4-hydroxy-5-methylpiperidin-1-yl]-2,3-dihydrofuro[2,3-b]pyridin-5-yl}-6-(2,6-difluorophenyl)-5-fluoropyridine-2-carboxamide